C(#N)C1=CC=C(CON2C(=NC(=C2)C)CC2=CC(=CC=C2)C#N)C=C1 1-[(4-cyanobenzyl)oxy]-2-(3-cyanobenzyl)-4-methyl-1H-imidazole